3-(6-chloropyridyl)acrolein ClC1=CC=CC(=N1)C=CC=O